FC(OC1=NC(=CC(=C1)C(=O)O)OC)F 2-(difluoromethoxy)-6-methoxypyridine-4-carboxylic acid